C(C)C(C)=CCC1C(C(=CC1)C)(C)C 2-ethyl-4-(2,2,3-trimethyl-3-cyclopenten-1-yl)-2-buten